C(C=C)N1N(C2=NC(=NC=C2C1=O)NC1=CC=C(C=C1)N1CCN(CC1)C(C(F)(F)F)=O)C1=CC=C2C(=N1)[C@@](CC2)(O)CC (R)-2-allyl-1-(7-ethyl-7-hydroxy-6,7-dihydro-5H-cyclopenta[b]pyridin-2-yl)-6-((4-(4-(2,2,2-trifluoroacetyl)piperazin-1-yl)phenyl)amino)-1H-pyrazolo[3,4-d]pyrimidin-3(2H)-one